trifluoro(isopropenyl)boranuide F[B-](C(=C)C)(F)F